isopropyl-(phenoxy)phosphoryluridine C(C)(C)[C@@]1([C@H](O)[C@H](O)[C@@H](C(O)=P(=O)OC2=CC=CC=C2)O1)N1C(=O)NC(=O)C=C1